4-oxobutanenitrile O=CCCC#N